BrC1=C(N)C(=CC(=C1)[N+](=O)[O-])Br 2,6-dibromo-4-nitroaniline